2-(5-fluoro-2-(hydroxymethyl)benzyl)-7-(2-((1-methyl-1H-pyrazol-5-yl)amino)-5-(trifluoromethyl)pyrimidin-4-yl)-3,4-dihydropyrrolo[1,2-a]pyrazin-1(2H)-one FC=1C=CC(=C(CN2C(C=3N(CC2)C=C(C3)C3=NC(=NC=C3C(F)(F)F)NC3=CC=NN3C)=O)C1)CO